NC=1C2=C(N=C(N1)Cl)N(C=C2)[C@@H]2O[C@@H]([C@H]([C@H]2O)O)CSCC=2C(=NOC2C2=CC=CC=C2)C (2R,3R,4S,5S)-2-(4-Amino-2-chloro-7H-pyrrolo[2,3-d]pyrimidin-7-yl)-5-((((3-methyl-5-phenylisoxazol-4-yl)methyl)thio)methyl)tetrahydrofuran-3,4-diol